O=C1NC(CCC1C=1C(=NC2=CC(=CC=C2C1)CCC(=O)N)C)=O ((3-(2,6-dioxopiperidin-3-yl)-2-methylquinolin-7-yl)methyl)acetamide